CC1=C(C[N+](C)(C)C)C(=CC(=C1)C)C (2,4,6-trimethylbenzyl)trimethylammonium